N1=CC(=CC=C1)S(=O)(=O)N1CCC=2C1=CN=CC2C2=CC=C(C#N)C=C2 4-(1-(pyridin-3-ylsulfonyl)-2,3-dihydro-1H-pyrrolo[2,3-c]pyridin-4-yl)benzonitrile